6-(4-(hydroxymethyl)-1H-1,2,3-triazol-1-yl)pyridine-3-carboxylic acid methyl ester COC(=O)C=1C=NC(=CC1)N1N=NC(=C1)CO